C[Si](CCOCN1N=CC(=C1)C1CNCC(O1)C)(C)C trimethyl-[2-[[4-(6-methylmorpholin-2-yl)pyrazol-1-yl]methoxy]ethyl]silane